ClC=1C(=CC(=C(N)C1)OC)C 5-chloro-2-methoxy-4-methylaniline